NC1=C(C=CC(=C1)OC(F)(F)F)C(=O)N1C2CC(CC1CC2)C2=C1C(=NC=C2F)NC=C1 (2-amino-4-(trifluoromethoxy)phenyl)(3-(5-fluoro-1H-pyrrolo[2,3-b]pyridin-4-yl)-8-azabicyclo[3.2.1]octan-8-yl)methanone